dioctyne dilaurate C(CCCCCCCCCCC)(=O)O.C(CCCCCCCCCCC)(=O)O.C#CCCCCCC.C#CCCCCCC